(6R)-17-amino-6-hydroxy-12-(2-phenylethyl)-6,15-bis(trifluoromethyl)-19-oxa-3,4,12,18-tetrazatricyclo[12.3.1.12,5]nonadeca-1(18),2,4,14,16-pentaen-13-one NC1=CC(=C2C(N(CCCCC[C@@](C3=NN=C(C1=N2)O3)(C(F)(F)F)O)CCC3=CC=CC=C3)=O)C(F)(F)F